N-(2-Methoxy-5-(3'-methyl-2'-oxo-2',3'-dihydrospiro[oxetane-3,1'-pyrrolo[2,3-c]quinolin]-8'-yl)pyridin-3-yl)benzenesulfonamide COC1=NC=C(C=C1NS(=O)(=O)C1=CC=CC=C1)C1=CC=2C3=C(C=NC2C=C1)N(C(C31COC1)=O)C